3-fluoro-2-(trifluoromethyl)isonicotinic acid FC1=C(C(=O)O)C=CN=C1C(F)(F)F